O=C1N(C(C2=CC=CC=C12)=O)[C@H](C)C=1C(=NC=CN1)N1N=CC(=C1)C(=O)OCC |r| (rac)-ethyl 1-{3-[1-(1,3-dioxo-1,3-dihydro-2H-isoindol-2-yl)ethyl]pyrazin-2-yl}-1H-pyrazole-4-carboxylate